CS(=O)(=O)OCCCCCCCCN1N=C(C2=CC=C(C=C12)C(NC=1N=CC=2N(C1)C=C(N2)[C@@H]2N(CCC2)C)=O)C 8-[3-methyl-6-({2-[(2R)-1-methylpyrrolidin-2-yl]imidazo[1,2-a]pyrazin-6-yl}carbamoyl)indazol-1-yl]octyl methanesulfonate